ClC1=C(C=CC(=C1)N1CCNCC1)C=1N(C2=NC=NC(=C2N1)OC1(CC1)C)CC1=NC=CC(=C1)C 8-(2-chloro-4-(piperazin-1-yl)phenyl)-6-(1-methylcyclopropoxy)-9-((4-methylpyridin-2-yl)methyl)-9H-purine